(S)-4-(2-(4-chloro-3-fluorophenoxy)acetamido)-2-hydroxy-bicyclo[2.2.2]octane-1-carboxylic acid ClC1=C(C=C(OCC(=O)NC23C[C@@H](C(CC2)(CC3)C(=O)O)O)C=C1)F